(2E)-1-(5-carboxypentyl)-2-[(E)-3-[6-(diethylamino)-1,1-dimethyl-2H-xanthene-10-ium-3-yl] prop-2-enylidene]-3,3-dimethyl-indoline-5-sulfonate C(=O)(O)CCCCCN1/C(/C(C2=CC(=CC=C12)S(=O)(=O)[O-])(C)C)=C/C=C/C=1CC(C2=CC3=CC=C(C=C3[O+]=C2C1)N(CC)CC)(C)C